[Pb].[As].[Sb] antimony-arsenic-lead